(L)-2-chloro-4-fluoro-N-(2-methoxy-5-(4-(4-(4-oxopent-2-enoyl)piperazin-1-yl)quinazolin-6-yl)pyridin-3-yl)benzenesulfonamide ClC1=C(C=CC(=C1)F)S(=O)(=O)NC=1C(=NC=C(C1)C=1C=C2C(=NC=NC2=CC1)N1CCN(CC1)C(C=CC(C)=O)=O)OC